CN(C(OC(C)(C)C)=O)[C@H](C(NCCC1=CC=C(C=C1)C1=CC=C(C=C1)C(F)(F)F)=O)CCCC (S)-tert-butyl methyl(1-oxo-1-((2-(4'-(trifluoromethyl)-[1,1'-biphenyl]-4-yl)ethyl)amino)hexan-2-yl)carbamate